(R)-4-amino-6-(3-cyano-5-(3-hydroxypyrrolidin-1-yl)phenyl)-2-(thiazol-2-yl)nicotinonitrile NC1=CC(=NC(=C1C#N)C=1SC=CN1)C1=CC(=CC(=C1)N1C[C@@H](CC1)O)C#N